3-(2-{[3-chloro-4-(4-methylpiperazin-1-yl)phenyl]amino}pyrimidin-4-yl)-N-[(2S)-1-hydroxy-3-phenylpropan-2-yl]-1-methyl-1H-pyrazole-5-carboxamide ClC=1C=C(C=CC1N1CCN(CC1)C)NC1=NC=CC(=N1)C1=NN(C(=C1)C(=O)N[C@H](CO)CC1=CC=CC=C1)C